C1(CC1)C=1C(=C(C=C(C1)N1C[C@H](OCC1)C)N1C(N(C(=C1)C)CC=1C=NN(C1)CC)=O)F 1-{3-cyclopropyl-2-fluoro-5-[(2R)-2-methylmorpholin-4-yl]phenyl}-3-[(1-ethyl-1H-pyrazol-4-yl)methyl]-4-methyl-1,3-dihydro-2H-imidazol-2-one